N-((2-(2,6-dioxopiperidin-3-yl)-1-oxoisoindolin-5-yl)methyl)-6-methyl-2-phenylquinoline O=C1NC(CCC1N1C(C2=CC=C(C=C2C1)CN1C(C=CC2=CC(=CC=C12)C)C1=CC=CC=C1)=O)=O